O1-benzyl O3-tert-butyl 2-undecylpropanedioate C(CCCCCCCCCC)C(C(=O)OCC1=CC=CC=C1)C(=O)OC(C)(C)C